C(CC)C1(C(=CC(=C1)CCC)CCC)[Hf](N(CC)CC)(N(CC)CC)N(CC)CC (1,2,4-tri-n-propylcyclopentadienyl)tris(diethylamino)hafnium